[Se].[P] phosphorus selenium